C1(CC1)C=1N=CN(C1)C=1C=C2CN(C(C2=CC1)=O)C1=NC(=CC=C1)C1=NN=CN1C(C)C 5-(4-cyclopropyl-1H-imidazol-1-yl)-2-(6-(4-isopropyl-4H-1,2,4-triazol-3-yl)pyridin-2-yl)isoindolin-1-one